N=1ON=C2C1C=CC(=C2)CN2C1=C(OCC2=O)C=C(C=C1)NC(=O)NC1=CC=C2C=CNC2=C1 1-(4-(benzo[c][1,2,5]oxadiazol-5-ylmethyl)-3-oxo-3,4-dihydro-2H-benzo[b][1,4]oxazin-7-yl)-3-(1H-indol-6-yl)urea